2-(((2-(difluoromethyl)-2H-tetrazol-5-yl)methoxy)methyl)-6-(trifluoromethyl)nicotinic acid FC(N1N=C(N=N1)COCC1=C(C(=O)O)C=CC(=N1)C(F)(F)F)F